[P+3].[P+3].[P+3].[P+3].C1(=CC=CC=C1)[P+](C1=CC=CC=C1)(C1=CC=CC=C1)C1=CC=CC=C1 tetraphenylphosphonium tetra-Phosphorus